2-((2-(3-((tert-Butoxycarbonyl)amino)butyl)-3,4-difluorophenyl)amino)-5-fluoro-4-(trifluoromethyl)benzoic acid C(C)(C)(C)OC(=O)NC(CCC1=C(C=CC(=C1F)F)NC1=C(C(=O)O)C=C(C(=C1)C(F)(F)F)F)C